NC1=C(C=C(CC2=NC=C(C(=N2)C)C(=O)N)C=C1)I 4-amino-3-iodobenzyl-4-methylpyrimidine-5-carboxamide